3-((4-cyclobutoxy-3-fluorophenyl)carbamoyl)benzofuran C1(CCC1)OC1=C(C=C(C=C1)NC(=O)C1=COC2=C1C=CC=C2)F